3-(5-bromo-2H-indazol-2-yl)pyrrolidine-1-carboxylic acid tert-butyl ester C(C)(C)(C)OC(=O)N1CC(CC1)N1N=C2C=CC(=CC2=C1)Br